C(C1=CC=CC=C1)C1(CC(=NO1)CN1OC(=CC1)C)C(N[C@@H](CC(C)C)B1O[C@@]2([C@H](O1)C[C@H]1C([C@@H]2C1)(C)C)C)=O N-((5-benzyl-5-(((R)-3-methyl-1-((3aS,4S,6S,7aR)-3a,5,5-trimethylhexahydro-4,6-Methanobenzo[d][1,3,2]dioxaborol-2-yl)butyl)carbamoyl)-4,5-dihydroisoxazol-3-yl)methyl)-5-methylisoxazole